2-(4-methoxyphenyl)ethynylaniline ethyl-2,2,2-d3-(S)-6-diazo-2-((S)-2-methoxypropanamido)-5-oxohexanoate C(C([2H])([2H])[2H])OC([C@H](CCC(C=[N+]=[N-])=O)NC([C@H](C)OC)=O)=O.COC1=CC=C(C=C1)C#CNC1=CC=CC=C1